C(C)(C)(C)C=1C=C(N(N1)C=1C=CC(=NC1)C)NC(=O)NC1=CC=C(C2=CC=CC=C12)C#CCN1CCOCC1 1-[5-tert-butyl-2-(2-methylpyridin-5-yl)-2H-pyrazol-3-yl]-3-[4-(3-morpholin-4-yl-propyn-1-yl)naphthalen-1-yl]-urea